9-(tert-butyl) 3-ethyl 5-hydroxy-4-(methoxymethyl)pyrido[3,4-b]indole-3,9-dicarboxylate OC1=C2C3=C(N(C2=CC=C1)C(=O)OC(C)(C)C)C=NC(=C3COC)C(=O)OCC